FC1=C(COC=2C=C3C=CC(=CC3=CC2)C=O)C=CC=C1 6-((2-fluorobenzyl)oxy)-2-naphthaldehyde